dihydroxycopper carbonate C(O)(O)=O.O[Cu]O